N1C(=CC2=CC=CC=C12)C1=CC=C(C=C1)C1=CN=C(N1)[C@H]1N(CCC1)C([C@@H](C1=CC=CC=C1)NC(OC(C)C)=O)=O propan-2-yl {(1R)-2-[(2S)-2-{5-[4-(1H-indol-2-yl)phenyl]-1H-imidazol-2-yl}pyrrolidin-1-yl]-2-oxo-1-phenylethyl}carbamate